C1(CC1)C=1C=C2CN(CC2=CC1[N+](=O)[O-])C(C(F)(F)F)=O 1-(5-cyclopropyl-6-nitroisoindolin-2-yl)-2,2,2-trifluoroethan-1-one